CNC1=CC=C(C=C1)C(C)(C)C1=CC=CC=C1 N-methyl-4-(2-phenylpropan-2-yl)aniline